t-butyl [(4-bromophenyl)methoxy]acetate BrC1=CC=C(C=C1)COCC(=O)OC(C)(C)C